OCCC=C(C(=O)OCCOC(C(=C)C)=O)C 2-methacryloyloxyethanol (2-hydroxyethyl methacrylate)